C(C)(C)(C)OC(CC1(CCN(CC1)CC1CCN(CC1)C(=O)OCC1=CC=CC=C1)O)=O benzyl 4-[[4-(2-tert-butoxy-2-oxo-ethyl)-4-hydroxy-1-piperidyl]methyl]piperidine-1-carboxylate